C(C)OC=1C(=CC(=C(C1)CC(C)N)OC)C 1-(5-ethoxy-2-methoxy-4-methylphenyl)propan-2-amine